OC(C)(C)C=1N=C(SC1)[S@](=O)(N)=NC(NC1=C2CCCC2=CC2=C1OCC2)=O |o1:9| (S) or (R)-4-(2-hydroxypropan-2-yl)-N'-((3,5,6,7-tetrahydro-2H-indeno[5,6-b]furan-8-yl)carbamoyl)thiazole-2-sulfonimidamide